BrC1=NN(C(=C1)Br)C[C@H](C)O[Si](C)(C)C(C)(C)C (S)-3,5-dibromo-1-(2-((tert-butyldimethylsilyl)oxy)propyl)-1H-pyrazole